2-[2-(4-chloro-2-fluoro-phenyl)ethyl]-6-(1,2,3,6-tetrahydropyridin-4-yl)pyridine ClC1=CC(=C(C=C1)CCC1=NC(=CC=C1)C=1CCNCC1)F